C(C)C(COC(C(=C(C1=CC=CC=C1)C1=CC=CC=C1)C#N)=O)CCCC 2-ethylhexyl-2-cyano-3,3-diphenylprop-2-enoate